N[C@@H](C(=O)O)CC1=NOC(=C1)C (R)-2-amino-3-(5-methylisoxazol-3-yl)propionic acid